trans-1-(5-(2-([2,2-bipyrimidin]-5-yl)cyclopropyl)-2-fluorophenyl)azetidin-3-ol N1=C(N=CC(=C1)[C@H]1[C@@H](C1)C=1C=CC(=C(C1)N1CC(C1)O)F)C1=NC=CC=N1